O=C1NC(CCC1N1C(N(C2=C1C=CC(=C2)/C=C/CC(CCCNC(OC(C)(C)C)=O)(C)O)C)=O)=O Tert-butyl N-[(E)-7-[1-(2,6-dioxo-3-piperidyl)-3-methyl-2-oxo-benzimidazol-5-yl]-4-hydroxy-4-methyl-hept-6-enyl]carbamate